[N+](=O)([O-])C1=CC=C(CNC2=CC=C(C=C2)C2NCCC2)C=C1 N-(4-nitrobenzyl)-4-(pyrrolidin-2-yl)aniline